4-morpholino-N-[4-(3-pyridyl)thiazol-2-yl]benzamide O1CCN(CC1)C1=CC=C(C(=O)NC=2SC=C(N2)C=2C=NC=CC2)C=C1